3,4,7,8-tetramethyl-1,10-Phenanthroline CC=1C=NC2=C3N=CC(=C(C3=CC=C2C1C)C)C